C(=O)(O)C1=C(C=C(C=C1C(=O)O)OC1=CC=C(C=C1)C1=CC=C(C=C1)C=CC(C1=CC=CC=C1)=O)C1=C(C(C(=O)O)=CC(=C1)OC1=CC=C(C=C1)C1=CC=C(C=C1)C=CC(C1=CC=CC=C1)=O)C(=O)O 3-[2,3-Dicarboxy-5-[4-[4-(3-oxo-3-phenylprop-1-enyl)phenyl]phenoxy]phenyl]-5-[4-[4-(3-oxo-3-phenylprop-1-enyl)phenyl]phenoxy]phthalic acid